ClC1=CC=C(C=C1)C(C1N2N(C(C=3N1N=CC(C3O)=O)=O)CCCC2)C2=CC=C(C=C2)Cl 12-(bis(4-chlorophenyl)methyl)-4-hydroxy-7,8,9,10-tetrahydro-3H-dipyridazino[1,2-a:1',6'-d][1,2,4]triazine-3,5(12H)-dione